3-(dimethylamino)-5,5-dimethyl-2-cyclohexen-1-one CN(C1=CC(CC(C1)(C)C)=O)C